C(N)(=N)C1=CC=C(CNC(=O)C=2C=NN(C2)CC2=CC=C(C=C2)CO)C=C1 N-(4-carbamimidoylbenzyl)-1-(4-(hydroxymethyl)benzyl)-1H-pyrazole-4-carboxamide